tert-Butyl (3-cyano-7-fluoro-4-(5-fluoro-3-((2S,3'S)-2-(methoxymethyl)-[1,3'-bipyrrolidin]-1'-yl)-7,9-dihydrofuro[3,4-f]quinazolin-6-yl)thieno[3,2-c]pyridin-2-yl)carbamate C(#N)C1=C(SC2=C1C(=NC=C2F)C=2C1=C(C=3C=NC(=NC3C2F)N2C[C@H](CC2)N2[C@@H](CCC2)COC)COC1)NC(OC(C)(C)C)=O